Chloro-5-(3-phenoxybenzamido)-[1,1'-biphenyl]-3-carboxylic acid ClC1=C(C=C(C=C1C(=O)O)NC(C1=CC(=CC=C1)OC1=CC=CC=C1)=O)C1=CC=CC=C1